NC1=NC(=C(C(=N1)N[C@@H](CC)C=1N(S(C2=C(C1)C=CC=C2Cl)(O)O)CC2=CC=CC=C2)C#N)C (S)-2-amino-4-((1-(2-benzyl-8-chloro-1,1-dihydroxy-2H-benzo[e][1,2]thiazin-3-yl)propyl)amino)-6-methylpyrimidine-5-carbonitrile